1-(Aziridin-1-yl)-2-methylpropan-1-on N1(CC1)C(C(C)C)=O